1-(4-bromo-1,3-diphenyl-1H-pyrazol-5-yl)-3-((3s,4r)-4-(4-fluorophenyl)-1-(2-methoxyethyl)pyrrolidin-3-yl)urea BrC=1C(=NN(C1NC(=O)N[C@@H]1CN(C[C@H]1C1=CC=C(C=C1)F)CCOC)C1=CC=CC=C1)C1=CC=CC=C1